N1=CC=C(C=C1)[C@H](CCO)O (S)-1-(4-pyridyl)-1,3-propanediol